N-hydroxyl-1-((4'-(piperidine-1-yl-methyl)-[1,1'-biphenyl]-4-yl)sulfonyl)-1,2,3,6-tetrahydropyridine-4-formamide ONC(=O)C=1CCN(CC1)S(=O)(=O)C1=CC=C(C=C1)C1=CC=C(C=C1)CN1CCCCC1